FC1=C(C=C2C(=NC=NC2=C1)N1CC2(C1)CCN(CC2)CC=2C(=C1C=C(N(C1=CC2)C[C@H](C)N2CCN(CC2)S(=O)(=O)C)C#N)C)CC(F)(F)F 5-[[2-[7-fluoro-6-(2,2,2-trifluoroethyl)quinazolin-4-yl]-2,7-diazaspiro[3.5]nonan-7-yl]methyl]-4-methyl-1-[(2S)-2-(4-methyl-sulfonylpiperazin-1-yl)propyl]indole-2-carbonitrile